C(=O)(O)CCC1=C(C=CC=C1)C=1C(=NC=CC1)C(=O)O (carboxyethyl-phenyl)pyridine-2-carboxylic acid